N-(5-cyano-2,3-dihydro-1H-inden-2-yl)-2-(4-((4-((5-cyclopropyl-1H-pyrazol-3-yl)amino)pyrimidin-2-yl)(methyl)amino)piperidin-1-yl)acetamide C(#N)C=1C=C2CC(CC2=CC1)NC(CN1CCC(CC1)N(C)C1=NC=CC(=N1)NC1=NNC(=C1)C1CC1)=O